CC1=C(C(=C(C=C1)C1=CC=CC(=C1)N)C)N dimethyl-3,5'-diaminobiphenyl